N=1C=CN2N=C(C=CC21)C2=CNC=1N=C(N=CC12)NC1CC(C1)(O)C 3-((5-(imidazo[1,2-b]pyridazin-6-yl)-7H-pyrrolo[2,3-d]pyrimidin-2-yl)amino)-1-methylcyclobutan-1-ol